[N+](=O)([O-])C1=CC(=CC=2OC[C@@H](SC21)C2CCC(CC2)=O)S(=O)(=O)N (S)-5-nitro-3-(4-oxocyclohexyl)-2,3-dihydrobenzo[b][1,4]oxathiine-7-sulfonamide